(1S,3S,4S)-5-((2-chlorobenzyl)oxy)-2-(2,2-diphenylacetyl)-2-azabicyclo[2.2.2]octane-3-carboxylic acid ClC1=C(COC2[C@@H]3[C@H](N([C@H](C2)CC3)C(C(C3=CC=CC=C3)C3=CC=CC=C3)=O)C(=O)O)C=CC=C1